N-(1''-(6-(cyclopentyl(hydroxy)methyl)picolinoyl)dispiro[cyclopropane-1,1'-cyclohexane-4',3''-indolin]-5''-yl)methanesulfonamide C1(CCCC1)C(C1=CC=CC(=N1)C(=O)N1CC2(C3=CC(=CC=C13)NS(=O)(=O)C)CCC1(CC2)CC1)O